ClC=1C=CC(=C(C1)C1=CC(N(C=C1OC)C(C(=O)NC1=CC=C(C(=O)O)C=C1)CCOC)=O)N1C=NC(=C1)F 4-[(2-{4-[5-chloro-2-(4-fluoro-1H-imidazol-1-yl)phenyl]-5-methoxy-2-oxopyridin-1(2H)-yl}-4-methoxybutyryl)amino]benzoic acid